1-(2,4-Dimethoxyphenyl)methylamine COC1=C(C=CC(=C1)OC)CN